O1CCOC12CCC(CC2)N2N=CC=1C2=NC(=NC1N1CC2CCC(C1)O2)C2=CC=C(C=C2)NC(=O)NC 1-{4-[1-(1,4-Dioxa-spiro[4.5]dec-8-yl)-4-(8-oxa-3-aza-bicyclo[3.2.1]oct-3-yl)-1H-pyrazolo[3,4-d]pyrimidin-6-yl]-phenyl}-3-methyl-urea